2-(methylamino)-N-[1-(trifluoromethyl)cyclopropyl]acetamide hydrochloride Cl.CNCC(=O)NC1(CC1)C(F)(F)F